(5-((2-(4-azaspiro[2.4]hept-4-yl)ethyl)carbamoyl)-3-methylthiophene-2-yl)-2-(1-methyl-1H-pyrazol-4-yl)pyrazolo[5,1-b]thiazole-7-carboxamide C1CC12N(CCC2)CCNC(=O)C2=CC(=C(S2)C=2N1C(SC2C=2C=NN(C2)C)=C(C=N1)C(=O)N)C